7-(3-(6-(dimethylamino)pyridin-3-yl)-7,8-dihydro-1,6-naphthyridin-6(5H)-yl)-2,8-dimethyl-4H-pyrimido[1,2-b]pyridazin-4-one CN(C1=CC=C(C=N1)C=1C=NC=2CCN(CC2C1)C=1C(=CC=2N(N1)C(C=C(N2)C)=O)C)C